2',2''-[1,4-phenylenebis(methyleneoxy)]bis([1,1'-binaphthyl]-2-ol) C1(=CC=C(C=C1)COC1=C(C2=CC=CC=C2C=C1)C=1C(=CC=C2C=CC=CC12)O)COC1(C(=C2C=CC=CC2=CC1)C1=CC=CC2=CC=CC=C12)O